N-(2,6-dichlorophenyl)-4-(2-hydroxyethoxy)-2-((4-(4-methylpiperazin-1-yl)phenyl)amino)pyrimidine-5-carboxamide ClC1=C(C(=CC=C1)Cl)NC(=O)C=1C(=NC(=NC1)NC1=CC=C(C=C1)N1CCN(CC1)C)OCCO